NC=1C=C(C(=NC1)OC=1C=CC(=C(C#N)C1)F)F 5-((5-Amino-3-fluoropyridin-2-yl)oxy)-2-fluorobenzonitrile